2'-(2-(4-([1,1'-biphenyl]-3-yl)-6-phenylpyrimidin-2-yl)phenyl)spiro[cyclohexane-1,9'-fluorene]-7'-carbonitrile C1(=CC(=CC=C1)C1=NC(=NC(=C1)C1=CC=CC=C1)C1=C(C=CC=C1)C1=CC=2C3(C4=CC(=CC=C4C2C=C1)C#N)CCCCC3)C3=CC=CC=C3